F[C@H]1C[C@H](N2N=C(N=C21)SC2CC(C2)C(=O)OC)C2=CC=CC=C2 methyl 3-[[(5S,7S)-7-fluoro-5-phenyl-6,7-dihydro-5H-pyrrolo[1,2-b][1,2,4]triazol-2-yl]sulfanyl]cyclobutanecarboxylate